N-{(6R)-2-[4-(2,6-difluorophenyl)-6-ethoxy-1,2-benzoxazol-3-yl]-7,7-difluoro-3-oxo-2,5,6,7-tetrahydro-3H-pyrrolo[1,2-c]imidazol-6-yl}ethanesulfonamide FC1=C(C(=CC=C1)F)C1=CC(=CC2=C1C(=NO2)N2C(N1C(=C2)C([C@@H](C1)NS(=O)(=O)CC)(F)F)=O)OCC